3-(1-(2-((6-chloro-3-(methylcarbamoyl)pyridazin-4-yl)amino)-[1,2,4]triazolo[1,5-a]pyridin-6-yl)piperidin-4-yl)azetidine-1-carboxylic acid tert-butyl ester C(C)(C)(C)OC(=O)N1CC(C1)C1CCN(CC1)C=1C=CC=2N(C1)N=C(N2)NC2=C(N=NC(=C2)Cl)C(NC)=O